(Z)-N'-(2,6-dinitro-4-(trifluoromethyl)phenyl)-4-(1,4,4,4-tetrafluoro-3-(3,4,5-trichlorophenyl)but-1-en-1-yl)-2-(trifluoromethyl)benzoyl-hydrazine [N+](=O)([O-])C1=C(C(=CC(=C1)C(F)(F)F)[N+](=O)[O-])NNC(C1=C(C=C(C=C1)/C(=C/C(C(F)(F)F)C1=CC(=C(C(=C1)Cl)Cl)Cl)/F)C(F)(F)F)=O